ClC1=C2C(=NC=C1C1=CC=CC(=N1)N1C(CN(CC1)S(=O)(=O)C)=O)NC=C2CC(F)F 1-(6-(4-chloro-3-(2,2-difluoroethyl)-1H-pyrrolo[2,3-b]pyridin-5-yl)pyridin-2-yl)-4-(methylsulfonyl)piperazin-2-one